CC1=C(C(=CC=2C=3N(CCOC21)C=NC3)C(=O)OC)C Methyl 8,9-dimethyl-5,6-dihydrobenzo[f]imidazo[1,5-d][1,4]oxazepine-10-carboxylate